5-(2-Fluoro-6-methoxyphenyl)-3-(6-morpholinopyrid-3-yl)-1H-pyrazolo[4,3-c]pyridazin-6(5H)-on FC1=C(C(=CC=C1)OC)N1N=C2C(=CC1=O)NN=C2C=2C=NC(=CC2)N2CCOCC2